C(C)(C)(C)N(C(O)=O)CC(=O)NC=1SC=C(N1)C1=NC(=CC=C1)Br.C[C@@H]1N(CCN(C1)C1=CC2=C(N(C(O2)=O)C)C=C1)C(=O)NCCCCC1=CC=CC=C1 (2S)-2-methyl-4-(3-methyl-2-oxo-1,3-benzoxazol-6-yl)-N-(4-phenylbutyl)piperazine-1-carboxamide tert-butyl-(2-((4-(6-bromopyridin-2-yl)thiazol-2-yl)amino)-2-oxoethyl)carbamate